FC1=CC=C2C(=CC(=NC2=C1)C(F)(F)F)N[C@@H]1C[C@@H](CCC1)NC(C1=CC=C(C=C1)OC)=O N-[(1R,3S)-3-{[7-fluoro-2-(trifluoromethyl)quinolin-4-yl]amino}cyclohexyl]-4-methoxybenzamide